N1=CC(=CC=C1)C1=NOC(=C1)C(C)=O 1-[3-(3-Pyridyl)isoxazol-5-yl]ethanone